CC1=C(C(=C2CCCC2=C1)[N+](=O)[O-])NC(C)=O N-(6-methyl-4-nitro-indan-5-yl)acetamide